BrC=1C=C2COC(C2=C(C1)O)=O 5-bromo-7-hydroxyisobenzofuran-1(3H)-one